1-(5-(1,3-dioxolan-2-yl)pyridin-3-yl)-3,3-dimethylindolin-2-one O1C(OCC1)C=1C=C(C=NC1)N1C(C(C2=CC=CC=C12)(C)C)=O